tert-butyl (1-(2-aminoethyl)-2-oxopyrrolidin-3-yl)carbamate NCCN1C(C(CC1)NC(OC(C)(C)C)=O)=O